Cl.C[C@H]1CC12CNC(C2)C(=O)O.C(C)(=O)C(=O)[C@@H]([C@@H]([C@H](O)CO)C(C)=O)C(C)=O deoxy-1,2,3-triacetyl-deoxyribose methyl-(S)-5-azaspiro[2.4]heptane-6-carboxylate hydrochloride